C(C)[S@@](=O)C=1C=C(C=NC1C1=NC=2C(=NC=C(C2)C(F)(F)F)N1C)C1(CC1)C#N 1-[5-[(R)-ethylsulfinyl]-6-[3-methyl-6-(trifluoromethyl)imidazo[4,5-b]pyridin-2-yl]-3-pyridyl]cyclopropanecarbonitrile